FC=1C=C(C=C(C1)C(F)(F)F)B(O)O (3-FLUORO-5-TRIFLUOROMETHYLPHENYL)BORONIC ACID